CC1(CN(C1)C1=CC=C(C=N1)C=1N=C2SCC(CN2C(C1C#N)=O)C)C 8-(6-(3,3-dimethylazetidin-1-yl)pyridin-3-yl)-3-methyl-6-oxo-3,4-dihydro-2H,6H-pyrimido[2,1-b][1,3]thiazine-7-carbonitrile